C1(CC1)C1=CC(=NN1)NC1=NC(=NC2=CC=CC=C12)NC N4-(5-cyclopropyl-1H-pyrazol-3-yl)-N2-methylquinazoline-2,4-diamine